8-(6-chloro-3-(trifluoromethyl)pyridin-2-yl)-9-(4-((1-(3-fluoropropyl)azetidin-3-yl)methyl)phenyl)-6,7-dihydro-5H-benzo[7]annulene-3-carboxylic acid ClC1=CC=C(C(=N1)C=1CCCC2=C(C1C1=CC=C(C=C1)CC1CN(C1)CCCF)C=CC(=C2)C(=O)O)C(F)(F)F